titanium octyl-phenol C(CCCCCCC)C1=C(C=CC=C1)O.[Ti]